OCCC1=C(O)C=CC(=C1)C(C)(C)C1=CC=C(C=C1)O (beta-hydroxyethyl)-bisphenol A